FC(C(=O)O)(F)F.C(#C)C1=C2C=CC(=CC2=CC=C1F)O 5-ethynyl-6-fluoronaphthalen-2-ol trifluoroacetate